(R)-3-methyl-4-(5-methyl-4-(1-methyl-1H-pyrazol-5-yl)-7-(1H-pyrazol-5-yl)imidazo[1,5-b]pyridazin-2-yl)morpholine C[C@H]1N(CCOC1)C=1C=C(C=2N(N1)C(=NC2C)C2=CC=NN2)C2=CC=NN2C